N-[2,5-difluoro-4-(trifluoromethyl)phenyl]-5-(o-tolyl)-1H-pyrrole-3-sulfonamide FC1=C(C=C(C(=C1)C(F)(F)F)F)NS(=O)(=O)C1=CNC(=C1)C1=C(C=CC=C1)C